Boc-L-lysine C(=O)(OC(C)(C)C)N[C@@H](CCCCN)C(=O)O